N-((2-bromo-3-(trifluoromethoxy)phenyl)carbamothioyl)benzamide BrC1=C(C=CC=C1OC(F)(F)F)NC(=S)NC(C1=CC=CC=C1)=O